CC1(OB(OC1(C)C)C=1C=CC2=C(NC=N2)C1)C 6-(4,4,5,5-tetramethyl-1,3,2-dioxaborolan-2-yl)-1H-benzo[d]imidazole